(R)-N-((R)-1'-(6-amino-5-((2-amino-3-chloropyridin-4-yl)thio)pyrazin-2-yl)-2,3-dihydrospiro[indene-1,4-piperidin]-2-yl)-2-methylpropane-2-sulfinamide NC1=C(N=CC(=N1)N1CCC2(CC1)[C@@H](CC1=CC=CC=C12)N[S@](=O)C(C)(C)C)SC1=C(C(=NC=C1)N)Cl